C(C)(=O)O.CC(CCO)(C)O 3-methyl-1,3-butanediol acetate